COC1=C(C=C(C(=C1)NC)N)N 5-methoxy-N1-methylbenzene-1,2,4-triamine